2-((tert-butyldiphenylsilyl)oxy)-1-(5-methyl-1,3,4-oxadiazol-2-yl)ethan-1-amine hydrochloride Cl.[Si](C1=CC=CC=C1)(C1=CC=CC=C1)(C(C)(C)C)OCC(N)C=1OC(=NN1)C